2,4,6-trimethylanilinium tetraphenyl-borate C1(=CC=CC=C1)[B-](C1=CC=CC=C1)(C1=CC=CC=C1)C1=CC=CC=C1.CC1=C([NH3+])C(=CC(=C1)C)C